5-({8-[(3,5-difluorophenyl)sulfonyl]-3,8-diazabicyclo[3.2.1]oct-3-yl}carbonyl)-1,2,3-triazol-1-yl-sodium FC=1C=C(C=C(C1)F)S(=O)(=O)N1C2CN(CC1CC2)C(=O)C2=CN=NN2[Na]